OC1=C2C(C=C(OC2=C(C(=C1)OCC1=CC=CC=C1)OC1CCN(CC1)C)C1=CC=C(C=C1)N1C(CNCC1)C)=O 5-hydroxy-7-benzyloxy-8-((1-methylpiperidin-4-yl)oxy)-2-(4-(methylpiperazin-1-yl)phenyl)-4H-chromen-4-one